Cl.ClC1=NC(=CC(=C1)CN[C@@H](CO)C(=O)O)Cl (2,6-Dichloropyridin-4-yl)methyl-L-serinate hydrochloride